(2S)-morpholine N1CCOCC1